BrC=1C=C2CN(C(C2=C(C1)S(=O)(=O)N1CCOCC1)=O)[C@@H](C)C1CC1 (S)-5-bromo-2-(1-cyclopropylethyl)-7-(morpholinosulfonyl)isoindolin-1-one